4-chloro-N-(chroman-4-yl)-8-(3,5-dichlorophenyl)-7-fluoroquinoline-3-carboxamide ClC1=C(C=NC2=C(C(=CC=C12)F)C1=CC(=CC(=C1)Cl)Cl)C(=O)NC1CCOC2=CC=CC=C12